BrC=1C=C2C(=NC1N)OCO2 6-bromo-[1,3]dioxolo[4,5-b]pyridin-5-amine